ClC1=CC=C(CN2C=3N(C4=C(C2=O)CN(CC4)CC4=CC(=CC=C4)C#N)CCCN3)C=C1 6-(4-Chlorobenzyl)-3-(3-cyanobenzyl)-1,2,3,4,6,8,9,10-octahydro-5H-pyrido[3,4-e]pyrimido[1,2-a]pyrimidin-5-one